5-(bromomethyl)-1-methyl-2-nitro-imidazole BrCC1=CN=C(N1C)[N+](=O)[O-]